(3'r)-5-methyl-2-oxo-[1,3'-bipiperidine]-1'-carboxylic acid-4-nitrophenyl ester [N+](=O)([O-])C1=CC=C(C=C1)OC(=O)N1C[C@@H](CCC1)N1C(CCC(C1)C)=O